[1-(1,3-benzothiazol-5-yl)-1H-1,2,4-triazol-5-yl]methanamine S1C=NC2=C1C=CC(=C2)N2N=CN=C2CN